NC1=NC=2C=C(C=CC2C2=C1N=C(N2CC(C)(O)C)C(C)CCC)CC2=CC(=CC=C2)CN 1-(4-amino-7-(3-(aminomethyl)benzyl)-2-(pentan-2-yl)-1H-imidazo[4,5-c]quinolin-1-yl)-2-methylpropan-2-ol